Methyl 3-(4-((2-(2-fluoro-5-((6-fluoro-4-methyl-1-tosyl-1H-indol-5-yl)oxy)phenyl)-1H-imidazol-4-yl)methyl)thiazol-2-yl)propanoate FC1=C(C=C(C=C1)OC=1C(=C2C=CN(C2=CC1F)S(=O)(=O)C1=CC=C(C)C=C1)C)C=1NC=C(N1)CC=1N=C(SC1)CCC(=O)OC